C(C)OC(C(F)(F)OCC)(F)F 1,2-diethoxy-1,1,2,2-tetrafluoroethane